2-(3-Acetyl-5-fluoro-phenyl)-4-(trifluoromethyl)isoindolin-1-one C(C)(=O)C=1C=C(C=C(C1)F)N1C(C2=CC=CC(=C2C1)C(F)(F)F)=O